2,3-dihydro-1H-indazole-1-carboxylic acid tert-butyl ester C(C)(C)(C)OC(=O)N1NCC2=CC=CC=C12